BrC1=CC(=C2C(=NC(=NC2=C1)Cl)Cl)F 7-bromo-2,4-dichloro-5-fluoroquinazoline